N1C(=O)NC(=O)CC1 dihydro-uracil